BrC=1C=C(C=CC1OCOC)C=1SC2=C(N1)C=C(C(=C2)C(COCCO)NC)C 2-(2-(2-(3-bromo-4-(methoxymethoxy)phenyl)-5-methylbenzothiazol-6-yl)(methyl)aminoethoxy)ethanol